(((1R,5S)-3-benzyl-3,8-diazabicyclo[3.2.1]octan-8-yl)methoxy)ethyl(tert-butyloxycarbonyl)-L-valine C(C1=CC=CC=C1)N1C[C@H]2CC[C@@H](C1)N2CO[C@](N(C(=O)OC(C)(C)C)CC)(C(C)C)C(=O)O